5-(N-(2-(4-(3-bromothiophene-2-carbonyl)piperazin-1-yl)phenyl)-N-(2-(thiophen-2-yl)ethyl)sulfamoyl)-3-methylbenzothiophene-2-carboxylic acid ethyl ester C(C)OC(=O)C=1SC2=C(C1C)C=C(C=C2)S(N(CCC=2SC=CC2)C2=C(C=CC=C2)N2CCN(CC2)C(=O)C=2SC=CC2Br)(=O)=O